FC1C[NH2+]CCC1 3-fluoropiperidinium